1-(2-(diethylamino)ethyl)-4-(5-(difluoromethyl)-1,3,4-oxadiazole-2-yl)pyridine-2(1H)one C(C)N(CCN1C(C=C(C=C1)C=1OC(=NN1)C(F)F)=O)CC